(R)-6-(4-fluorophenyl)-8-(methylsulfonyl)-N-(1-(2-(trifluoromethyl)pyrimidin-5-yl)ethyl)quinazolin-4-amine FC1=CC=C(C=C1)C=1C=C2C(=NC=NC2=C(C1)S(=O)(=O)C)N[C@H](C)C=1C=NC(=NC1)C(F)(F)F